6-((4-((2-Cyclohexyl-4-phenylthiazol-5-yl)oxy)pyridin-2-yl)amino)nicotinamide tert-butyl-2-(3,4-dimethoxyphenyl)-5-(2-ethoxy-2-oxoethoxy)-3-isopropyl-1H-indole-1-carboxylate C(C)(C)(C)OC(=O)N1C(=C(C2=CC(=CC=C12)OCC(=O)OCC)C(C)C)C1=CC(=C(C=C1)OC)OC.C1(CCCCC1)C=1SC(=C(N1)C1=CC=CC=C1)OC1=CC(=NC=C1)NC1=NC=C(C(=O)N)C=C1